CC=1C=C(C=2N(C(C=C(N2)C=2C=NN(C2)C)=O)C1)C(C)NC1=C(C(=O)O)C=CC=C1 2-((1-(7-methyl-2-(1-methyl-1H-pyrazol-4-yl)-4-oxo-4H-pyrido[1,2-a]pyrimidin-9-yl)ethyl)amino)benzoic acid